2-(4-bromobenzoyl)cyclohexanecarboxylic acid BrC1=CC=C(C(=O)C2C(CCCC2)C(=O)O)C=C1